methyl 2-((6-fluoro-2-methylpyridin-3-yl)oxy)-5-iodo-4-methylnicotinate FC1=CC=C(C(=N1)C)OC1=C(C(=O)OC)C(=C(C=N1)I)C